4-(bromomethyl)-3-nitrobenzoic acid methyl ester COC(C1=CC(=C(C=C1)CBr)[N+](=O)[O-])=O